BrC=1C=C2C(=NC1)C=NN2CC(C(C)C)=O 1-(6-bromo-1H-pyrazolo[4,3-b]pyridin-1-yl)-3-methylbutan-2-one